1-((1R,5S)-7-(8-((3-methyl-4-((1-methyl-1H-benzo[d][1,2,3]triazol-5-yl)oxy)phenyl)amino)pyrimido[5,4-d]pyrimidin-2-yl)-3-oxa-7,9-diazabicyclo[3.3.1]nonan-9-yl)prop-2-en-1-one CC=1C=C(C=CC1OC1=CC2=C(N(N=N2)C)C=C1)NC1=NC=NC2=C1N=C(N=C2)N2C[C@H]1COC[C@@H](C2)N1C(C=C)=O